triacetylglucuronate C(C)(=O)[C@]([C@](C(=O)C(C)=O)(O)C(C)=O)(O)[C@H](O)[C@H](O)C(=O)[O-]